(m-tolyl)-1H-pyrrolo[2,3-b]pyridine-2-carboxamide C1(=CC(=CC=C1)N1C(=CC=2C1=NC=CC2)C(=O)N)C